2-[2-(dimethylamino)ethoxy]-N-methyl-N-ethyl-acetamide CN(CCOCC(=O)N(CC)C)C